4-(1-((tert-butyldimethylsilyl) oxy) propan-2-yl)-5-chloropyridazin-3-yl trifluoromethanesulfonate FC(S(=O)(=O)OC=1N=NC=C(C1C(CO[Si](C)(C)C(C)(C)C)C)Cl)(F)F